NC1=C(SC2=NC(=CC(=C21)C)C)C(=O)NC2CC=1C(=CC(=NC1CC2)N2CC1(C(C2)N)OCCCC1)F 3-amino-N-(2-{4-amino-6-oxa-2-azaspiro[4.5]decan-2-yl}-4-fluoro-5,6,7,8-tetrahydroquinolin-6-yl)-4,6-dimethylthieno[2,3-b]pyridine-2-carboxamide